5-cyclopropyl-4-[2-methylthio-4-(trifluoromethyl)benzoyl]isoxazole C1(CC1)C1=C(C=NO1)C(C1=C(C=C(C=C1)C(F)(F)F)SC)=O